ClC=1C=C(C=NC1)CN(CCC1=CC=C(C=C1)NC(=O)C1=C(C=C(C(=C1)OC)OC)NC(=O)C=1OC2=CC=CC=C2C(C1)=O)CC=1C=C2C=NN(C2=CC1)C N-(2-((4-(2-(((5-Chloropyridin-3-yl)methyl)((1-methyl-1H-indazol-5-yl)methyl)amino)ethyl)phenyl)carbamoyl)-4,5-dimethoxyphenyl)-4-oxo-4H-chromene-2-carboxamide